4-({[5-chloro-4-(2,3-dihydro-1-benzofuran-5-yl)-2-thienyl]sulfonyl}amino)-2-hydroxybenzoic acid ClC1=C(C=C(S1)S(=O)(=O)NC1=CC(=C(C(=O)O)C=C1)O)C=1C=CC2=C(CCO2)C1